2-Methyl-6-(4-methoxyphenyl)-3,7-dihydroimidazo[1,2-a]pyrazin-3-one Hydrochloride Cl.CC1=NC=2N(C=C(NC2)C2=CC=C(C=C2)OC)C1=O